2-(4-{5-[(7S)-7-{3-Oxa-6-azabicyclo[3.1.1]heptan-6-yl}-6,7,8,9-tetrahydro-5H-benzo[7]annulen-2-yl]-1H-pyrrolo[2,3-b]pyridin-3-yl}phenyl)pyridine-3-carbonitrile C12COCC(N1[C@H]1CCC3=C(CC1)C=C(C=C3)C=3C=C1C(=NC3)NC=C1C1=CC=C(C=C1)C1=NC=CC=C1C#N)C2